5-(1-((1-fluorocyclopentyl)methyl)-1H-pyrazol-4-yl)-6-(2-(hydroxymethyl)-[1,2,4]triazolo[1,5-a]pyridin-7-yl)picolinonitrile FC1(CCCC1)CN1N=CC(=C1)C=1C=CC(=NC1C1=CC=2N(C=C1)N=C(N2)CO)C#N